OC1CCN(CC1)CCNC(=O)C1=CC2=C(N(C(=N2)NC=2SC3=C(N2)C=CC(=C3)OC(F)(F)F)C)C=C1 1-Methyl-2-(6-trifluoromethoxy-benzothiazol-2-ylamino)-1H-benzoimidazole-5-carboxylic acid [2-(4-hydroxy-piperidin-1-yl)-ethyl]-amide